tert-Butyl (2R,4S)-4-((tert-butyldimethylsilyl)oxy)-2-ethynylpyrrolidine-1-carboxylate [Si](C)(C)(C(C)(C)C)O[C@H]1C[C@@H](N(C1)C(=O)OC(C)(C)C)C#C